[Si](C1=CC=CC=C1)(C1=CC=CC=C1)(C(C)(C)C)OC[C@H]1C([C@H]1COCCC(=O)OC(C)(C)C)(C)C |r| tert-Butyl rac-3-[[(1S,3R)-3-[[tert-butyl(diphenyl)silyl]oxymethyl]-2,2-dimethyl-cyclopropyl]methoxy]propanoate